6-(2-chloro-6-fluorophenyl)-2-((3-methyl-4-(4-(dimethylamino)piperidin-1-yl)-phenyl)amino)-8,9-dihydroimidazo[1,2-a]pyrimido[5,4-e]pyrimidin-5(6H)-one ClC1=C(C(=CC=C1)F)N1C=2N(C3=C(C1=O)C=NC(=N3)NC3=CC(=C(C=C3)N3CCC(CC3)N(C)C)C)CCN2